[1-(methoxymethyl)cyclopentyl]methyl-N4-methyl-6'-(trifluoromethyl)[2,4'-bipyridine]-4,5,6-triamine COCC1(CCCC1)CC=1C(=NC(=C(C1NC)N)N)C1=CC=NC(=C1)C(F)(F)F